4-((4-Chlorophenyl)sulfonyl)-3-methyl-5-phenyl-1-tosyl-1H-pyrazole ClC1=CC=C(C=C1)S(=O)(=O)C=1C(=NN(C1C1=CC=CC=C1)S(=O)(=O)C1=CC=C(C)C=C1)C